2,4-dimercaptopyrimidine disodium salt [Na].[Na].SC1=NC=CC(=N1)S